CC=1N=C2N(C(CC(N2)=O)=O)C1 2-methyl-8H-imidazo[1,2-a]pyrimidine-5,7-dione